BrC=1C(=C(C(=O)OC)C=CC1)Cl methyl 3-bromo-2-chlorobenzoate